N1C(=CC=2C=NC=CC21)[C@@H](C)NC(=O)[C@H]2N(CC1(C2)CCCCC1)C(CNC(=O)C=1C=CC=2SC3=CC=CC=C3OC2C1)=O (S)-N-((R)-1-(1H-pyrrolo[3,2-c]pyridin-2-yl)ethyl)-2-((phenoxathiine-3-carbonyl)glycyl)-2-azaspiro[4.5]decane-3-carboxamide